COC=1C=C(C=CC1OC)C1=CC=NC=2N1N=C(C2)C(=O)N2CCN(CC2)C2=NC=CC=C2 (7-(3,4-dimethoxyphenyl)pyrazolo[1,5-a]pyrimidin-2-yl)(4-(pyridin-2-yl)piperazin-1-yl)methanone